4-chloro-3-fluoro-4'-propyl-1,1'-biphenyl ClC1=C(C=C(C=C1)C1=CC=C(C=C1)CCC)F